FC1=CC=C(C=C1)C1=CC=2C(=NC=C(C2)C=2N=C(SC2)C(=O)NCC2(CCCC2)O)N1 4-(2-(4-fluorophenyl)-1H-pyrrolo-[2,3-b]pyridin-5-yl)-N-((1-hydroxy-cyclopentyl)methyl)thiazole-2-carboxamide